C1(CC1)C1=C(C(=CC(=N1)NC(C=C)=O)\C=C\[C@@H]1CC[C@H](CC1)C(F)(F)F)OC N-(6-Cyclopropyl-5-methoxy-4-((E)-2-(trans-4-(trifluoromethyl)cyclohexyl)vinyl)pyridin-2-yl)acrylamide